(2R,3R,4R,5S)-1-(3-(2-fluorophenyl)propyl)-2-(hydroxymethyl)piperidine-3,4,5-triol FC1=C(C=CC=C1)CCCN1[C@@H]([C@H]([C@@H]([C@H](C1)O)O)O)CO